O=C1NC(CCC1N1C(C2=C(C=C(C=C2C1)N1CCN(CC1)CCCCOC=1C=CC(=NC1)C1CCN(CC1)C1=CC(=C(C#N)C=C1)C(F)(F)F)OC)=O)=O 4-(4-(5-(4-(4-(2-(2,6-Dioxopiperidin-3-yl)-7-methoxy-1-oxoisoindolin-5-yl)piperazin-1-yl)butoxy)pyridin-2-yl)piperidin-1-yl)-2-(trifluoromethyl)benzonitrile